N1(C=NC=C1)CCNCC1=NC=C(C=C1)C#CC1=CC=C(C=C1)C1=CC(=NO1)CN1C(=NC=C1)[C@H](C)OC1OCCCC1 2-(1H-imidazol-1-yl)-N-((5-((4-(3-((2-((1S)-1-((tetrahydro-2H-pyran-2-yl)oxy)ethyl)-1H-imidazol-1-yl)methyl)isoxazol-5-yl)phenyl)ethynyl)pyridin-2-yl)methyl)ethan-1-amine